methyl 1-[(oxan-2-yloxy)methyl]isoquinoline-6-carboxylate O1C(CCCC1)OCC1=NC=CC2=CC(=CC=C12)C(=O)OC